(E)-N-(5-((4-(1H-indol-3-yl)pyrimidin-2-yl)amino)-4-methoxy-2-methylphenyl)-4-(dimethylamino)but-2-enamide N1C=C(C2=CC=CC=C12)C1=NC(=NC=C1)NC=1C(=CC(=C(C1)NC(\C=C\CN(C)C)=O)C)OC